DL-serine-2-(2,3,4-trihydroxybenzyl) hydrazide hydrochloride Cl.OC1=C(CNNC([C@@H](N)CO)=O)C=CC(=C1O)O |r|